(R)-3-chloro-2-(2-(1,1-dioxothiomorpholinyl)pyrimidin-5-yl)-5-(3-hydroxy-2,6-dimethylphenyl)-1H-pyrrolo[2,3-b]pyridine-4-carbonitrile ClC1=C(NC=2N=CC(=C(C21)C#N)C2=C(C(=CC=C2C)O)C)C=2C=NC(=NC2)N2CCS(CC2)(=O)=O